C(CCC)OC(=O)C1=C(NC=2C[C@H](CC(C2[C@@H]1C1=CC(=CC=C1)O)=O)C1=C(C=CC=C1)OC)CC (4S,7R)-4-(3-hydroxyphenyl)-7-(2-methoxyphenyl)-2-ethyl-5-oxo-1,4,5,6,7,8-hexahydroquinoline-3-carboxylic acid butyl ester